N-[(9Z)-3,3-dimethyl-10-oxo-1,2,3,4,9,10-hexahydrophenanthren-9-ylidene]-L-histidine CC1(CCC=2C(\C(\C3=CC=CC=C3C2C1)=N/[C@@H](CC1=CNC=N1)C(=O)O)=O)C